3-(5-(2-(3-(5-(3-((R)-1-aminoethyl)phenoxy)pentyloxy)propoxy)ethylamino)-1-oxoisoindolin-2-yl)piperidine-2,6-dione hydrochloride Cl.N[C@H](C)C=1C=C(OCCCCCOCCCOCCNC=2C=C3CN(C(C3=CC2)=O)C2C(NC(CC2)=O)=O)C=CC1